4-((2-((5,5-dimethyl-4,5,6,7-tetrahydropyrazolo[1,5-a]pyridin-4-yl)amino)-3,4-dioxocyclobut-1-en-1-yl)amino)-3-hydroxy-N,N-dimethylpicolinamide CC1(C(C=2N(CC1)N=CC2)NC2=C(C(C2=O)=O)NC2=C(C(=NC=C2)C(=O)N(C)C)O)C